Cl.NN1CNC(=C2C1=NC=C2)NC(=O)C2=CNCCS2 N-((1R,2S)-1-Amino-2,3-dihydro-pyrrolo[2,3-d]pyrimidin-4-yl)-3,4-dihydro-2H-1,4-thiazine-6-carboxamide hydrochloride